4-(3-benzyl-5-methylisoxazol-4-yl)-1-(4-(3,4-dichlorophenyl)-5-(isopropylsulfanyl)thiazol-2-yl)-3-methyl-1H-pyrazole-5-carboxylic acid C(C1=CC=CC=C1)C1=NOC(=C1C=1C(=NN(C1C(=O)O)C=1SC(=C(N1)C1=CC(=C(C=C1)Cl)Cl)SC(C)C)C)C